(2-([CYCLOHEPTYL(METHYL)AMINO]METHYL)PHENYL)BORANEDIOL C1(CCCCCC1)N(C)CC1=C(C=CC=C1)B(O)O